4,4,5,5,6,6,7,7,8,8,9,9,10,10,11,11,11-heptadecafluoroundecylamine FC(CCCN)(C(C(C(C(C(C(C(F)(F)F)(F)F)(F)F)(F)F)(F)F)(F)F)(F)F)F